NC=1C2=C(N=CN1)C(=C(N2C2=CC(=C(C=C2)OC2=NC=CC(=N2)C)F)C2=CC=C(C=C2)NC(C=C)=O)CO N-[4-(4-amino-5-{3-fluoro-4-[(4-methylpyrimidin-2-yl)oxy]phenyl}-7-(hydroxymethyl)-5H-pyrrolo[3,2-d]pyrimidin-6-yl)phenyl]acrylamide